1-(5,6,7,8-Tetrahydronaphthalen-1-yl)ethanamine C1(=CC=CC=2CCCCC12)C(C)N